FC=1C=C(C=CC1)C1=CC(=CC=C1)N(C1=NC=2N(C3=CC=CC=C13)C=NN2)C N-(3'-Fluoro-[1,1'-biphenyl]-3-yl)-N-methyl-[1,2,4]triazolo[4,3-a]quinazolin-5-amine